2-(7-METHYLIMIDAZO[1,2-A]PYRIDIN-6-YL)-6-(4-PHENYLPIPERAZIN-1-YL)PYRIMIDINE-4-CARBONITRILE CC1=CC=2N(C=C1C1=NC(=CC(=N1)C#N)N1CCN(CC1)C1=CC=CC=C1)C=CN2